C(=O)(OC(C)(C)C)NNC(C(=O)O)CCC1=CC=CC=C1 2-(2-Boc-hydrazino)-4-phenylbutyric acid